F[C@]1(CN(CC[C@H]1O)C1=NC=CC(=N1)NC=1N=CC2=C(C=CC(=C2C1)F)N1[C@@H]([C@H](C1)CS(=O)(=O)C)C)C (3S,4R)-3-fluoro-1-[4-({5-fluoro-8-[(2R,3S)-3-(methanesulfonyl-methyl)-2-methylazetidin-1-yl]isoquinolin-3-yl}amino)pyrimidin-2-yl]-3-methyl-piperidin-4-ol